ClC1=CC=C(C=C1)C1=CC=C(N1C1=C(C=CC=C1)C(F)(F)F)C1=CC=C(C(=O)NCCN(C)C)C=C1 4-[5-(4-chlorophenyl)-1-[2-(trifluoromethyl)-phenyl]pyrrol-2-yl]-N-[2-(dimethylamino)ethyl]-benzamide